[N+](=[N-])=CC(CC[C@@H](C(=O)OC(C)C)NC([C@H](CC1=CNC=2C1=NC=CC2)OC)=O)=O isopropyl (S)-6-diazo-2-((S)-2-methoxy-3-(1H-pyrrolo[3,2-b]pyridin-3-yl)propanamido)-5-oxohexanoate